C(C)C(CCCC)C=1NC=CN1 2-(1-ethylpentyl)imidazole